CN1N=C(N=C1COC(C1=CC=CC=C1)(C1=CC=CC=C1)C1=CC=CC=C1)CO (1-methyl-5-((triphenylmethoxy)methyl)-1H-1,2,4-triazol-3-yl)methanol